tert-butyl 3-(8-iodo-2-methoxyquinazolin-5-yl)-3,8-diazabicyclo[3.2.1]-octane-8-carboxylate IC=1C=CC(=C2C=NC(=NC12)OC)N1CC2CCC(C1)N2C(=O)OC(C)(C)C